3-(6-(4-(3H-imidazo[4,5-b]pyridin-7-yl)-1H-pyrazol-1-yl)pyridin-3-yl)-4,4,4-trifluoro-N-isopropylbutan-1-amine N1=CNC2=NC=CC(=C21)C=2C=NN(C2)C2=CC=C(C=N2)C(CCNC(C)C)C(F)(F)F